C(C)(C)(C)OC(=O)N1[C@@H](COCC1)C=1C=C(C=C2CCN(CC12)C(=O)N1CC(OCC1C)C)C=1C=C2C(=NC1)NC=C2C (3R)-3-(2-(2,5-dimethylmorpholine-4-carbonyl)-6-(3-methyl-1H-pyrrolo[2,3-b]pyridine-5-yl)-1,2,3,4-tetrahydroisoquinolin-8-yl)morpholine-4-carboxylic acid tert-butyl ester